CSCCCN 3-methylsulfanylpropyl-amin